C(=C)C=1C=NC=CC1 (3-Vinyl)pyridin